(4-tert-butylbenzylamino)pregn-5-en C(C)(C)(C)C1=CC=C(CNCC[C@H]2CC[C@H]3[C@@H]4CC=C5CCCC[C@]5(C)[C@H]4CC[C@]23C)C=C1